(4-benzylpiperazin-1-yl)(1-methyl-6-((5-(3-(4-(trifluoromethyl)phenyl)-1,2,4-oxadiazol-5-yl)pyrazin-2-yl)oxy)-1H-indol-2-yl)methanone C(C1=CC=CC=C1)N1CCN(CC1)C(=O)C=1N(C2=CC(=CC=C2C1)OC1=NC=C(N=C1)C1=NC(=NO1)C1=CC=C(C=C1)C(F)(F)F)C